CNS(=O)(=O)NC1=NN2C(N=CC=C2)=C1C(=O)N 2-((N-methylsulfamoyl)amino)pyrazolo[1,5-a]pyrimidine-3-carboxamide